COCC=1C(=NC=CC1)B(O)O (3-(methoxymethyl)pyridin-2-yl)boronic acid